{1-[2-(dimethylamino)ethyl]-2,3,4,7-tetrahydro-1H-pyrrolo[2,3-H]quinolin-8-yl}methanone CN(CCN1CCCC2=CC=C3C(=C12)C=C(N3)C=O)C